(2S,3R,4S,5R)-2-((6-amino-5-nitropyrimidin-4-yl)amino)-5-(hydroxymethyl)tetrahydrofuran-3,4-diol NC1=C(C(=NC=N1)N[C@H]1O[C@@H]([C@H]([C@H]1O)O)CO)[N+](=O)[O-]